N-methyl-anthranilamide CNC(C=1C(N)=CC=CC1)=O